C[C@H](CCCCC(=O)O)CC (S)-6-methyloctanoic acid